ClC1=NC=C(C(=C1F)N)C=C 2-chloro-3-fluoro-5-vinyl-pyridin-4-amine